1H-pyrrolo[3,4-c]pyridin-3-one C1NC(C=2C=NC=CC21)=O